FC=1C=C(C(=O)OC(C)(C)C)C=C(C1C)C(C1=CC=C(C=C1)N1N=CC=C1)O tert-butyl 3-fluoro-5-{hydroxy [4-(1H-pyrazol-1-yl) phenyl] methyl}-4-methylbenzoate